2,6-dimethoxyphenyl-4-pyrone COC1=C(C(=CC=C1)OC)C=1OC=CC(C1)=O